C(#N)C=1C(=NC(=NC1)NC=1C(=CC(=C(C1)NC(C=C)=O)N(C)CCNC(C)C)OC)C1=CN(C2=CC=CC=C12)C1CC1 N-(5-((5-cyano-4-(1-cyclopropyl-1H-indol-3-yl)pyrimidin-2-yl)amino)-2-((2-(dimethyl-(methyl)amino)ethyl)(methyl)amino)-4-methoxyphenyl)acrylamide